COC(C(=COC)C1=C(C=CC=C1)OC=1CC(C=CC1)(C(F)(F)F)C(F)(F)F)=O methyl-3-methoxy-2-[2-(3-trifluoromethyl (3-trifluoromethylphenyl) oxy) phenyl]-propenoate